BrC1=NO[C@@H](C1)[C@H]1CN(CC1)CC1=CC(=CC=C1)C(F)(F)F (5S)-3-bromo-5-[(3R)-1-[[3-(trifluoromethyl)phenyl]methyl]pyrrolidin-3-yl]-4,5-dihydroisoxazole